FC(S(=O)(=O)O)(F)F.FN1CC=CC=C1 N-fluoropyridine trifluoro-methanesulfonate